Cl.NC1=C2N=CN(C2=NC=N1)[C@H]1[C@@H]([C@@H]([C@H](O1)C(=O)NCCC=1N=NN(C1)CC1=NC(=CC=C1)C=NO)O)O (2s,3s,4r,5r)-5-(6-amino-9H-purin-9-yl)-3,4-dihydroxy-N-(2-(1-((6-((hydroxyimino)-methyl)pyridin-2-yl)methyl)-1H-1,2,3-triazol-4-yl)ethyl)tetrahydrofuran-2-carboxamide hydrochloride